CN1N=CC=2C(=NC=CC21)C(=O)N[C@H](C)\C=C\S(=O)(=O)C 1-methyl-N-((R,E)-4-(methylsulfonyl)but-3-en-2-yl)-1H-pyrazolo[4,3-c]pyridine-4-carboxamide